vanadium fluorine 2,2,2-trichloroethyl ((5-chloro-6-((5-methylisoxazol-3-yl)methoxy)-1H-indol-2-yl)methyl)carbamate ClC=1C=C2C=C(NC2=CC1OCC1=NOC(=C1)C)CNC(OCC(Cl)(Cl)Cl)=O.[F].[V]